NCC1=CC=C(C=C1)C1=CC=C(C=C1)CN1C=CC2=CC(=CC=C12)N1N=C(C=C1C)C(=O)N 1-(1-((4'-(Aminomethyl)-[1,1'-biphenyl]-4-yl)methyl)-1H-indol-5-yl)-5-methyl-1H-pyrazol-3-carboxamid